3-fluoro-N,N-dimethyl-4-(4,4,5,5-tetramethyl-1,3,2-dioxaborolan-2-yl)benzamide FC=1C=C(C(=O)N(C)C)C=CC1B1OC(C(O1)(C)C)(C)C